(S)-1-(2-cyclopropyl-4-(4-((2-fluoro-3-methyl-4-((3-methyl-3H-imidazo[4,5-b]pyridin-6-yl)oxy)phenyl)amino)pyrido[3,2-d]pyrimidin-6-yl)piperazin-1-yl)prop-2-en-1-one C1(CC1)[C@@H]1N(CCN(C1)C=1C=CC=2N=CN=C(C2N1)NC1=C(C(=C(C=C1)OC=1C=C2C(=NC1)N(C=N2)C)C)F)C(C=C)=O